C(C)(=O)N1C(N(C(C1)C(=O)N(C)[C@H](C(F)(F)F)C1=CC=C(C=C1)N1C=2C=NC3=CC(=NN3C2CCC1)Cl)C(C)=O)=O 1,3-diacetyl-N-[(1S)-1-[4-(4-chloro-2,3,7,10-tetrazatricyclo[7.4.0.02,6]trideca-1(9),3,5,7-tetraen-10-yl)phenyl]-2,2,2-trifluoro-ethyl]-N-methyl-2-oxo-imidazolidine-4-carboxamide